FC(C1=CC=C(C(=N1)C)S(=O)(=O)N1CC2(C1)CN(C2)C2CCOCC2)F 2-((6-(difluoromethyl)-2-methylpyridin-3-yl)sulfonyl)-6-(tetrahydro-2H-pyran-4-yl)-2,6-diazaspiro[3.3]heptane